C1(CCCCC1)S(=O)(=O)N1[C@H](CCC1)/C=C/S(=O)(=O)NC(NC1=C2CCCC2=CC=2CCCC12)=O (R,E)-2-(1-(Cyclohexylsulfonyl)pyrrolidin-2-yl)-N-((1,2,3,5,6,7-hexahydro-s-indacen-4-yl)carbamoyl)ethen-1-sulfonamid